C1(CCCC1)N1C(=CC2=C1N=C(N=C2)NC2=CC=C(C=C2)NC(=O)C2(CC2)C(=O)NC2=CC=C(C=C2)F)C(N(C)C)=O 1-N-[4-[[7-cyclopentyl-6-(dimethylcarbamoyl)pyrrolo[2,3-d]pyrimidin-2-yl]amino]phenyl]-1-N'-(4-fluorophenyl)cyclopropane-1,1-dicarboxamide